C(C)S(=O)(=O)C=1C=C(C=NC1C1=NC=2N(C=C1)N=C(C2)C(F)(F)F)C(=O)N2CCOCC2 (5-(ethylsulfonyl)-6-(2-(trifluoromethyl)pyrazolo[1,5-a]pyrimidin-5-yl)pyridin-3-yl)(morpholino)methanone